o-aminophenetole NC1=C(C=CC=C1)OCC